N-(2-cyclopropyl-2-oxo-1-tetrahydrofuran-3-yl-ethyl)formamide C1(CC1)C(C(C1COCC1)NC=O)=O